4-chloro-1-((4-cyano-1-isobutyrylpiperidin-4-yl)methyl)-N-(3-methyl-5-(phenylethynyl)pyridin-2-yl)-1H-pyrazole-5-carboxamide ClC=1C=NN(C1C(=O)NC1=NC=C(C=C1C)C#CC1=CC=CC=C1)CC1(CCN(CC1)C(C(C)C)=O)C#N